5-methyl-1-(piperidin-4-yl)-1H-pyrazole-4-carboxamide CC1=C(C=NN1C1CCNCC1)C(=O)N